(Z)-4-((6-((2,6-dimethoxybenzyl)sulfonyl)-3-oxo-3,4-dihydro-2H-benzo[b][1,4]thiazin-2-ylidene)methyl)-2-nitrophenyl acetate C(C)(=O)OC1=C(C=C(C=C1)\C=C/1\C(NC2=C(S1)C=CC(=C2)S(=O)(=O)CC2=C(C=CC=C2OC)OC)=O)[N+](=O)[O-]